N-(4-methoxypyridin-2-yl)-4-(pyridin-2-yl)thiazol-2-amine COC1=CC(=NC=C1)NC=1SC=C(N1)C1=NC=CC=C1